hydroxysulfoacetate OC(C(=O)[O-])S(=O)(=O)O